C(C)(=O)N1\C(\C(C2=CC=CC=C12)=O)=C/C1=NC2=CC=CC=C2C(=C1)CNC1CCOCC1 (Z)-1-acetyl-2-((4-(((tetrahydro-2H-pyran-4-yl)-amino)methyl)-quinolin-2-yl)-methylene)indolin-3-one